COC(=O)C=1N=C(SC1)NCCC1OC(OC1)(C)C [2-(2,2-dimethyl-1,3-dioxolan-4-yl)ethylamino]Thiazole-4-carboxylic acid methyl ester